bis-cyclooctene rhodium chloride [Rh](Cl)(Cl)Cl.C1=CCCCCCC1.C1=CCCCCCC1